P(O)(O)(=S)O[C@H]1[C@H]([C@@H](O[C@@H]1CO)N1C(=O)N=C(N)C=C1)OOC 2'-O-methoxycytidine-3'-phosphorothioate